[Cl-].ClCC[N+](CC)(CC)CC 2-chloroethyl-triethyl-ammonium chloride